N-{[4-(1,3-thiazole-2-sulfonyl)phenyl]methyl}furo[2,3-c]pyridine-2-carboxamide S1C(=NC=C1)S(=O)(=O)C1=CC=C(C=C1)CNC(=O)C1=CC=2C(=CN=CC2)O1